C(C)C1=C(C=CC=C1)P(O)C1=CC=CC=C1.C1(=CC=CC=C1)P(OCC)(=O)C1=CC=CC=C1 ethyl diphenylphosphinate (ethyl diphenylphosphinite)